bis(1,3-bis((4-cyclohexylbutanoyl)oxy)propan-2-yl) 5-hydroxynonanedioate OC(CCCC(=O)OC(COC(CCCC1CCCCC1)=O)COC(CCCC1CCCCC1)=O)CCCC(=O)OC(COC(CCCC1CCCCC1)=O)COC(CCCC1CCCCC1)=O